6-bromo-2-methylbenzo[d]oxazole BrC1=CC2=C(N=C(O2)C)C=C1